N-(4-((R*)-2-(4-chloro-2,3-difluorophenyl)propyl)-6-(((R)-1-hydroxy-4-methylpentan-2-yl)amino)-1,3,5-triazin-2-yl)methanesulfonamide ClC1=C(C(=C(C=C1)[C@@H](CC1=NC(=NC(=N1)N[C@@H](CO)CC(C)C)NS(=O)(=O)C)C)F)F |o1:7|